N=1C=NN2C(=NC=3C=CC=CC3C21)O [1,2,4]triazolo[1,5-c]quinazolin-5-ol